BrC=1C=CC=C2C=C(C=C(C12)F)OCOC 8-bromo-1-fluoro-3-(Methoxymethoxy)naphthalene